(R)-2-(1-cyclopropyl-2-hydroxy-2-methylpropyl)-7-(6-fluoro-3-methyl-1H-indazol-5-yl)isoindolin-1-one C1(CC1)[C@H](C(C)(C)O)N1C(C2=C(C=CC=C2C1)C=1C=C2C(=NNC2=CC1F)C)=O